(2-(dodecyloxy)benzyloxy)-N-(pyridin-3-yl)thiophene-2-carboxamide C(CCCCCCCCCCC)OC1=C(COC2=C(SC=C2)C(=O)NC=2C=NC=CC2)C=CC=C1